N-((6-(3-(4-chlorobenzyl)ureido)spiro[3.3]hept-2-yl)methyl)tetrahydro-2H-pyran-4-carboxamide ClC1=CC=C(CNC(NC2CC3(CC(C3)CNC(=O)C3CCOCC3)C2)=O)C=C1